2-amino-N-(2-(4'-(trifluoromethyl)-[1,1'-biphenyl]-4-yl)ethyl)pentanamide NC(C(=O)NCCC1=CC=C(C=C1)C1=CC=C(C=C1)C(F)(F)F)CCC